(4-(6-bromo-1-(5-(difluoromethyl)-1,3,4-thiadiazol-2-yl)-1H-indazol-4-yl)piperazin-1-yl)(pyrrolidin-1-yl)methanone BrC1=CC(=C2C=NN(C2=C1)C=1SC(=NN1)C(F)F)N1CCN(CC1)C(=O)N1CCCC1